Dotriacontane CCCCCCCCCCCCCCCCCCCCCCCCCCCCCCCC